COC(=O)C1=CC2=C(N=C3N2[C@H](COCC3Br)C)C=C1.C1(CC1)OC1=CC=C3C=C(C=C(C3=C1)CCNC(C)=O)O N-(2-(7-cyclopropoxy-3-hydroxynaphthalen-1-yl)ethyl)acetamide (1S)-methyl-5-bromo-1-methyl-1,2,4,5-tetrahydrobenzo[4,5]imidazo[1,2-d][1,4]oxazepine-9-carboxylate